P(=O)([O-])([O-])[O-].[Li+].[Y+3].[Mg+2].P(=O)([O-])([O-])[O-] magnesium yttrium lithium phosphate